Cl.CO[C@@H]1[C@H](C2=CC=CC=C2C1)N (1S,2S)-2-methoxy-2,3-dihydro-1H-inden-1-amine hydrochloride